5-Bromo-N-(3-bromo-1-((2-(trimethylsilyl)ethoxy)methyl)-1H-pyrazol-5-yl)pentanamide BrCCCCC(=O)NC1=CC(=NN1COCC[Si](C)(C)C)Br